terbium pyrazine tetraformate C(=O)[O-].C(=O)[O-].C(=O)[O-].C(=O)[O-].N1=CC=NC=C1.[Tb+4]